(E)-4-((4-bromo-5-(dimethylamino)thiophen-2-yl)methylene)-3-phenylisoxazol-5(4H)-one BrC=1C=C(SC1N(C)C)\C=C\1/C(=NOC1=O)C1=CC=CC=C1